tetrafluoropentyl-Oxygen FC(CCCC(F)(F)F)[O]